ClC=1C(=C(C=CC1)C1=NC(=NC(=C1)OC1=CC=C(C=C1)N1CCNCC1)NS(=O)(=O)C=1C=NN(C1)C)C N-[4-(3-chloro-2-methyl-phenyl)-6-(4-piperazin-1-ylphenoxy)pyrimidin-2-yl]-1-methyl-pyrazole-4-sulfonamide